(1R,3S,5R)-2-(2-(3-acetyl-7-methyl-5-(2-methylpyrimidin-5-yl)-1H-indol-1-yl)acetyl)-N-(3-cyclopropyl-6-(trifluoromethyl)pyridin-2-yl)-5-methyl-2-azabicyclo[3.1.0]hexane-3-carboxamide C(C)(=O)C1=CN(C2=C(C=C(C=C12)C=1C=NC(=NC1)C)C)CC(=O)N1[C@@H]2C[C@@]2(C[C@H]1C(=O)NC1=NC(=CC=C1C1CC1)C(F)(F)F)C